C1(CC1)C1=NC(=CC(=C1)C1=NC(=C(C(=C1)N(C)CC(COC)(C)C)N)N)C(F)(F)F 2'-cyclopropyl-N4-(3-methoxy-2,2-dimethylpropyl)-N4-methyl-6'-(trifluoromethyl)[2,4'-bipyridine]-4,5,6-triamine